FC1=C(C(=CC=C1)F)N1CN(C2=CC=C(C=C2C1)F)CCO 3-(2,6-difluorophenyl)-6-fluoro-1-(2-hydroxyethyl)-3,4-dihydroquinazolin